N-isopropyl-5-(quinolin-3-yl)thiophene-2-carboxamide C(C)(C)NC(=O)C=1SC(=CC1)C=1C=NC2=CC=CC=C2C1